2-Amino-4-methyl-5-acetylthiazole NC=1SC(=C(N1)C)C(C)=O